N1(N=CC=C1)C(=O)[O-].[NH+]=1CCCN2C1CCCCC2 2,3,4,6,7,8,9,10-octahydropyrimido[1,2-a]azepin-1-ium 1H-pyrazole-1-carboxylate